tert-butyl (R)-4-(4-aminophenyl)-2-oxo-pyrrolidine-1-carboxylate NC1=CC=C(C=C1)[C@H]1CC(N(C1)C(=O)OC(C)(C)C)=O